Methyl 2-methoxy-4-(methylamino)-5-nitrobenzoate COC1=C(C(=O)OC)C=C(C(=C1)NC)[N+](=O)[O-]